FC(C1=C(C=CC(=C1)C(F)(F)F)C=1C=C2CC(C(C2=CC1)NC(O[C@@H]1CN2CCC1CC2)=O)(C)C)(F)F (S)-quinuclidin-3-yl (5-(2,4-bis(trifluoromethyl)phenyl)-2,2-dimethyl-2,3-dihydro-1H-inden-1-yl)carbamate